(S)-((2-(BENZYLTHIO)PENT-4-EN-1-YL)OXY)(TERT-BUTYL)DIMETHYLSILANE C(C1=CC=CC=C1)S[C@H](CO[Si](C)(C)C(C)(C)C)CC=C